CN(S(O)(=O)=O)C(C)C N-methyl-N-isopropyl-sulfamic acid